trimethyl-siloxyammonia C[Si](ON)(C)C